(E)-4-((3-iodo-1-(tetrahydro-2H-pyran-2-yl)-1H-indazol-6-yl)methylene)-8-oxa-2-azaspiro[4.5]decan-3-one IC1=NN(C2=CC(=CC=C12)\C=C/1\C(NCC12CCOCC2)=O)C2OCCCC2